C(C)(C)OC1=CC=C2C(=C1)CN(C(C21CCN(CC1)C1CCC(CC1)C(C)C)=O)CCNC(=N)N 1-(2-(7-isopropoxy-1'-((1s,4s)-4-isopropylcyclohexyl)-3-oxo-1H-spiro[isoquinoline-4,4'-piperidin]-2(3H)-yl)ethyl)guanidine